1-((6-((5-fluoro-4-(4-fluoro-1-isopropyl-2-methyl-1H-benzo[d]imidazol-6-yl)pyrimidin-2-yl)amino)pyridin-3-yl)methyl)piperidine FC=1C(=NC(=NC1)NC1=CC=C(C=N1)CN1CCCCC1)C=1C=C(C2=C(N(C(=N2)C)C(C)C)C1)F